(E)-N-{2-[2-((2-chloro-1-(2-ethoxyethyl)-1H-indol-3-yl)methylene)hydrazine-1-carbonyl]benzofuran-5-yl}acetamide ClC=1N(C2=CC=CC=C2C1\C=N\NC(=O)C=1OC2=C(C1)C=C(C=C2)NC(C)=O)CCOCC